CC(CCC=O)(CC=C)O[Si](CC)(CC)CC 4-methyl-4-((triethylsilyl)oxy)hept-6-enal